2,4-diphenyl-4,5-dihydrooxazole-5-carboxylic acid C1(=CC=CC=C1)C=1OC(C(N1)C1=CC=CC=C1)C(=O)O